COC(=O)C(C)NS(=O)(=O)C1=CC=C(C(=O)O)C=C1 4-[N-(1-Methoxycarbonylethyl)sulfamoyl]Benzoic acid